(methylsulfonyl)pyrrolidin-3-ol CS(=O)(=O)N1CC(CC1)O